CCCCC(CN1C=NC=N1)(C2=C(C=C(C=C2)Cl)Cl)O (RS)-2-(2,4-dichlorophenyl)-1-(1H-1,2,4-triazol-1-yl)hexan-2-ol